CC(CC/C=C(/C)\\CC/C=C(\\C)/CC/C=C(\\C)/CCC=C(C)C)CCO The molecule is any one of a group of prenol derivatives made up of varying numbers of cis-linked isoprene units, terminating in an alpha-saturated isoprenoid group containing an alcohol functional group, with the three isoprene units at the distal end trans-linked. It has a role as a human metabolite and a Saccharomyces cerevisiae metabolite. It is an isoprenoid and a polyprenol.